2-[4-(2-pyridyl)butoxy]pyridine-3-carboxamide N1=C(C=CC=C1)CCCCOC1=NC=CC=C1C(=O)N